menthol 3-(2-hydroxyphenyl)propionate OC1=C(C=CC=C1)C(C(=O)OC1CC(CCC1C(C)C)C)C